BrC1=C2OCCCC3=C(NC(C(S1)=C23)=O)C(CC)(C)O 2-bromo-7-(1-hydroxy-1-methyl-propyl)-12-oxa-3-thia-6-azatricyclo[6.4.1.04,13]Tridec-1,4(13),7-trien-5-one